C(N)(=N)NC(CC1=C(C(=CC=C1F)OC)Cl)=O N-carbamimidoyl-2-(2-chloro-6-fluoro-3-methoxyphenyl)acetamide